C(C)OC(CC1=C(C=C(C=C1)C)OCC1=C(OC2=C1C=C(C=C2)C2=CC(=CC=C2)CN)C(C)(C)C)=O.O=C2NC(CCC2N2C(C1=CC=CC(=C1C2)NC(CCCC)=O)=O)=O N-(2-(2,6-dioxopiperidin-3-yl)-1-oxoisoindol-4-yl)pentanamide ethyl-2-(2-((5-(3-(aminomethyl)phenyl)-2-(tert-butyl)benzofuran-3-yl)methoxy)-4-methylphenyl)acetate